prenyl-3-methyl-2-butenylether C(C=C(C)C)C(C=C(C)C)OC(C=C(C)C)CC=C(C)C